3-(4-fluorophenyl)-3H-imidazo[4,5-b]-pyridine FC1=CC=C(C=C1)N1C=NC=2C1=NC=CC2